2-[(E)-3-(3,4-Dimethylphenyl)prop-2-enoyl]benzoic acid CC=1C=C(C=CC1C)/C=C/C(=O)C1=C(C(=O)O)C=CC=C1